CN1CCN(CC1)C1=C(C=CC=C1)C=1N=NNC1 4-(2-(4-methylpiperazin-1-yl)phenyl)-1H-1,2,3-triazol